O1C2=C(N(CC1)NC(=O)C=1C=NC=3N(C1C(C)C)C=NC3C3=C(C(=CC(=C3)F)F)F)C=CC=C2 N-(2,3-dihydro-4H-benzo[b][1,4]oxazin-4-yl)-4-isopropyl-8-(2,3,5-trifluorophenyl)-imidazo[1,5-a]pyrimidine-3-carboxamide